4,5-dimethyl-6-[3-[(6-methyl-3-pyridyl)methylamino]-7,8-dihydro-5H-1,6-naphthyridin-6-yl]pyridazine-3-carbonitrile CC1=C(N=NC(=C1C)N1CC=2C=C(C=NC2CC1)NCC=1C=NC(=CC1)C)C#N